[N+](=O)([O-])C=1C(=C(C=C(C1)[N+](=O)[O-])B(O)O)C (3,5-DINITRO-2-METHYLPHENYL)BORONIC ACID